C1(CCC1)N1CCC(CC1)N1CCC(CC1)C=1C=CC2=C(NC(=N2)C2=CC=C(C=C2)S(=O)(=O)C)C1F 6-(1'-Cyclobutyl-[1,4'-bipiperidin]-4-yl)-7-fluoro-2-(4-(methylsulfonyl)phenyl)-1H-benzo[d]imidazol